3-(4-fluoro-1-oxo-6-(((5-(spiro[3.3]heptan-2-yl)-1,3,4-oxadiazol-2-yl)amino)methyl)isoindolin-2-yl)-1-(hydroxymethyl)piperidine-2,6-dione FC1=C2CN(C(C2=CC(=C1)CNC=1OC(=NN1)C1CC2(C1)CCC2)=O)C2C(N(C(CC2)=O)CO)=O